BrC1=C(C(=CC=C1)I)CBr 1-bromo-2-(bromomethyl)-3-iodobenzene